COC=1C=C(C=CC1OC(=O)C(C)(C)C)C1=NC2=CC(=CC(=C2C(C1OC(=O)C(C)(C)C)=O)OC(=O)C(C)(C)C)OC(=O)C(C)(C)C 2-(3-methoxy-4-(tert-butylcarbonyloxy)-phenyl)-3,5,7-tris-(tert-butylcarbonyloxy)-quinolin-4-one